C(CCCCCCC(C)C)O iso-decyl alcohol